2,3-dihydro-benzofuran-5-carboxylic acid [2-(3-isopropoxy-azetidin-1-yl)-benzooxazol-5-yl]-amide C(C)(C)OC1CN(C1)C=1OC2=C(N1)C=C(C=C2)NC(=O)C=2C=CC1=C(CCO1)C2